4-amino-1,3-dimethylimidazo[1,5-a]quinoxaline-8-carboxylic acid NC=1C=2N(C3=CC(=CC=C3N1)C(=O)O)C(=NC2C)C